S(=O)(=O)=CCC(=O)N[C@H](C1=CC=CC=C1)C(=O)O sulfonyl-propionyl-(R)-(-)-phenylglycine